BrC=1C=C(C(=O)N2CCCC23CCN(CC3)C(=O)OC(C)(C)C)C=CC1Cl tert-butyl 1-(3-bromo-4-chlorobenzoyl)-1,8-diazaspiro[4.5]decane-8-carboxylate